3-[7-cyclopropyl-6-(1-methylpyrazol-4-yl)-3,4-dihydro-2H-quinolin-1-yl]-1-[1-(ethenesulfonyl)piperidin-4-yl]-N-methyl-4H,6H,7H-pyrazolo[4,3-c]pyridine-5-carboxamide C1(CC1)C1=C(C=C2CCCN(C2=C1)C1=NN(C2=C1CN(CC2)C(=O)NC)C2CCN(CC2)S(=O)(=O)C=C)C=2C=NN(C2)C